2,5-Diethylaniline C(C)C1=C(N)C=C(C=C1)CC